C12(CC3CC(CC(C1)C3)C2)CN2N=CC(=C2C)C2=C(C=3N(C=C2)C(=NN3)C=3C=NC(=CC3)NC=3SC2=C(N3)C=CC=C2)C#N 7-(1-(adamantan-1-ylmethyl)-5-methyl-1H-pyrazol-4-yl)-3-(6-(benzo[d]thiazol-2-ylamino)pyridin-3-yl)-[1,2,4]triazolo[4,3-a]pyridine-8-carbonitrile